2,6-dinitrobenzyl 4-methylbenzenesulfonate CC1=CC=C(C=C1)S(=O)(=O)OCC1=C(C=CC=C1[N+](=O)[O-])[N+](=O)[O-]